ClC=1C=CC=C2CCC(CC12)N1CC2=C(CC1)N=C(N2)C=2C=C(C(=O)O)C=CC2 3-(5-(8-chloro-1,2,3,4-tetrahydronaphthalen-2-yl)-4,5,6,7-tetrahydro-3H-imidazo[4,5-c]pyridin-2-yl)benzoic acid